tin (II) ethoxide [O-]CC.[Sn+2].[O-]CC